IC1=C2C(C(=O)N(C2=O)C)=CC=C1 3-iodo(N-methylphthalimide)